NC1=C2N=C(N(C2=NC(=N1)F)CC=1C=C(COC=2C=CC(=C(C(=O)OC)C2)OC)C=CC1)Br methyl 5-((3-((6-amino-8-bromo-2-fluoro-9H-purin-9-yl)methyl)benzyl)oxy)-2-methoxybenzoate